ClC1=NC=CC(=C1)CN1N=CC(=C1)CNC1=NC=2N([C@H](C(NC2C(=N1)C)=O)C(C)C)C (7S)-2-(((1-((2-chloropyridin-4-yl)methyl)-1H-pyrazol-4-yl)methyl)amino)-7-isopropyl-4,8-dimethyl-7,8-dihydropteridin-6(5H)-one